C(#N)C1=NC=C(C=C1)C#N 2,5-dicyanopyridine